C(CCCCC)OCOCCCC(CC(C)[Mg]I)C 6-hexyloxymethoxy-1,3-dimethylhexylmagnesium iodide